OC1=CC=CC2=C1C(=CO2)C(=O)N 4-hydroxybenzofuran-3-carboxamide